(5-(2-Fluoro-6-methoxyphenyl)-1H-pyrazolo[3,4-c]pyridin-3-yl)-3-morpholinobenzamide FC1=C(C(=CC=C1)OC)C=1C=C2C(=CN1)NN=C2C2=C(C(=O)N)C=CC=C2N2CCOCC2